CNC(=O)SNC(C(C1=NC=CC(=C1)C(F)(F)F)C=1C(=NC=CC1)C)=O N-(methylcarbamoylthio)-2-(2-methylpyridin-3-yl)-2-(4-(trifluoromethyl)pyridin-2-yl)acetamide